N-[4-[(6,7-Dimethoxy-1,5-naphthyridin-4-yl)oxy]phenyl]-5-(5-fluoropyridin-2-yl)-1,2-dimethyl-4-oxopyridine-3-carboxamide COC=1N=C2C(=CC=NC2=CC1OC)OC1=CC=C(C=C1)NC(=O)C1=C(N(C=C(C1=O)C1=NC=C(C=C1)F)C)C